CN(C)CCCCCCN dimethylaminohexyl-amine